O1COC2=C1C=CC=C2CNC(C)C2=CC(=NC=C2)N2CCC(CC2)C(C)C N-(1,3-benzodioxol-4-ylmethyl)-1-[2-(4-isopropyl-1-piperidyl)-4-pyridyl]ethanamin